3-(2-chloro-4-fluorophenoxy)-N-(3-(S-methylsulfonimidoyl)phenyl)-6-chloro-pyridazine-4-carboxamide ClC1=C(OC=2N=NC(=CC2C(=O)NC2=CC(=CC=C2)S(=O)(=N)C)Cl)C=CC(=C1)F